1-cyclopentyl-6-[(3S,4S)-4-methyl-1-(quinoxalin-6-ylmethyl)pyrrolidin-3-yl]-1,5-dihydro-4H-pyrazolo[3,4-d]pyrimidin-4-one C1(CCCC1)N1N=CC2=C1N=C(NC2=O)[C@@H]2CN(C[C@H]2C)CC=2C=C1N=CC=NC1=CC2